C1(CC1)C1CCC(CC1)CO ((1s,4s)-4-cyclopropylcyclohexyl)methanol